2-([1-[(2-Chlorophenyl)methyl]-5-(2,3-dihydro-1,4-benzodioxin-6-yl)-1H-pyrazol-3-yl]methoxy)-2-methylpropanoic acid ClC1=C(C=CC=C1)CN1N=C(C=C1C1=CC2=C(OCCO2)C=C1)COC(C(=O)O)(C)C